FC1(OC2=C(O1)C=CC(=C2)\C=C/2\C(NC(S2)=O)=O)F (Z)-5-((2,2-difluorobenzo[d][1,3]dioxol-5-yl)methylene)thiazolidine-2,4-dione